Cl.CNC(=O)C1=CC=CC=2NCN=CC21 N-methyl-1H-benzo[d]pyrimidine-5-carboxamide hydrochloride